FC=1C(=C2C(=C(NC2=C(C1)C(=O)N)C)C)N([C@@H]1CNCC1)C (S)-5-fluoro-2,3-dimethyl-4-(methyl-(pyrrolidin-3-yl)amino)-1H-indole-7-carboxamide